ClC1=CC(=NC(=N1)C)N1CCOCC1 4-(6-chloro-2-methylpyrimidin-4-yl)morpholine